4-(2,6-difluorophenyl)piperidine-1-sulfonamide FC1=C(C(=CC=C1)F)C1CCN(CC1)S(=O)(=O)N